3,4-dihydro-2H-[1,4]oxazepine O1CCNCC=C1